C(CC)N(CCC1=CNC2=CC=C(C=C12)OC(CCC(=O)O)=O)CCC 4-((3-(2-(dipropylamino)ethyl)-1H-indol-5-yl)oxy)-4-oxobutyric acid